COCC1=NN2C(S1)=NC(=C2CO)C(F)(F)F [2-(methoxymethyl)-6-(trifluoromethyl)imidazo[2,1-b][1,3,4]thiadiazol-5-yl]methanol